C(N)(=O)C1=[N+](C=CC(=C1)NC(=O)[C@H]1O[C@@]([C@H]([C@@H]1C1=C(C(=C(C=C1)F)F)OC)C)(C(F)(F)F)C)[O-] 2-carbamoyl-4-((2S,3R,4S,5S)-3-(3,4-difluoro-2-methoxyphenyl)-4,5-dimethyl-5-(trifluoromethyl)tetrahydrofuran-2-carboxamido)pyridine 1-oxide